FC1=C(C=C(C=N1)C=1N=NN(C1)CC=1N=C2N(C=C(C=C2)C=O)C1)N1CCCC1 2-((4-(6-fluoro-5-(pyrrolidin-1-yl)pyridin-3-yl)-1H-1,2,3-triazol-1-yl)methyl)Imidazo[1,2-a]pyridine-6-carbaldehyde